(3R,4R)-1-(cyclopropylsulfonyl)-4-((7-(3,5-difluoropyridin-2-yl)-5-fluoropyrrolo[2,1-f][1,2,4]triazin-2-yl)amino)piperidin-3-ol C1(CC1)S(=O)(=O)N1C[C@H]([C@@H](CC1)NC1=NN2C(C=N1)=C(C=C2C2=NC=C(C=C2F)F)F)O